bispyridine chromium [Cr].N1=CC=CC=C1.N1=CC=CC=C1